FC1=C(COC2=CC=CC(=N2)C2=CC(=C(CN3N(C4=CC(=CC=C4C3=O)C(=O)O)CC3OCC3)C=C2C)F)C=CC(=C1)C#N 2-(4-(6-(2-fluoro-4-cyanobenzyloxy)pyridin-2-yl)-2-fluoro-5-methylbenzyl)-1-((oxetan-2-yl)methyl)-3-oxo-2,3-dihydro-1H-indazole-6-carboxylic acid